bipyridine-3,3'-diol N1=C(C(=CC=C1)O)C1=NC=CC=C1O